ClC=1C=C(C=C(C1)Cl)C1=NC(=CC(=C1)CN1CC[C@H]2C([C@H]2CC1)C(=O)OCC)OC=1C=NC(=NC1)N1CCN(CCC1)C ethyl (1r,7s,8r)-4-((2-(3,5-dichlorophenyl)-6-((2-(4-methyl-1,4-diazepan-1-yl) pyrimidin-5-yl) oxy) pyridin-4-yl) methyl)-4-azabicyclo[5.1.0]octane-8-carboxylate